C1(=CC=CC=2CCCCC12)NS(=O)(=O)C1=CC=C(C=C1)CNC(=O)C1=CC=2C=NC=CC2N1 N-({4-[(5,6,7,8-tetrahydronaphthalen-1-yl)sulfamoyl]phenyl}methyl)-1H-pyrrolo[3,2-c]pyridine-2-carboxamide